ClC1=CC(=C(C=C1C=1C=NOC1C)NS(=O)(=O)C=1C=C(C(=O)OC)C=CC1C1CC1)OC1CCC1 methyl 3-(N-(4-chloro-2-cyclobutoxy-5-(5-methylisoxazol-4-yl)phenyl)sulfamoyl)-4-cyclopropylbenzoate